Cl.ClC1=CC=C(C2=C1N(C(=N2)C)CC(=O)O)C(NC2C(NC(CC2)=O)=O)=O 2-{7-Chloro-4-[(2,6-dioxopiperidin-3-yl)carbamoyl]-2-methyl-1H-1,3-benzodiazol-1-yl}acetic acid hydrochloride